N-(6-amino-5-methyl-3-pyridyl)-2-[(2S,5R)-2-(3,3-dimethylcyclohexyl)-5-methyl-1-piperidyl]-2-oxo-acetamide NC1=C(C=C(C=N1)NC(C(=O)N1[C@@H](CC[C@H](C1)C)C1CC(CCC1)(C)C)=O)C